7H-benzo[c]Carbazole C1=CC=CC=2C=CC=3NC=4C=CC=CC4C3C21